CN(S(=O)(=O)C=1C(=NC=CC1)C1=CC=C(C=C1)C1=CNC2=NC=C(C=C21)C=2C=CC1=C(CC[C@H](CC1)N1C3COCC1C3)C2)C N,N-Dimethyl-2-(4-{5-[(7S)-7-{3-oxa-6-azabicyclo[3.1.1]heptan-6-yl}-6,7,8,9-tetrahydro-5H-benzo[7]annulen-2-yl]-1H-pyrrolo[2,3-b]pyridin-3-yl}phenyl)pyridine-3-sulfonamide